O[C@H]1[C@@H](C[C@@H]([C@H]1O)OCCO)N1N=NC2=C1N=C(N=C2NC=O)SCCC N-(3-((1R,2S,3S,4S)-2,3-dihydroxy-4-(2-hydroxyethoxy)cyclopentyl)-5-(propylthio)-3H-[1,2,3]triazolo[4,5-d]pyrimidin-7-yl)formamide